C1N(CC2=CC=CC=C12)CC1=CC(=C(OCC2=CC=C(C=C2)C(C)=O)C=C1)S(=O)(=O)C 1-(4-((4-(Isoindolin-2-ylmethyl)-2-(methylsulfonyl)phenoxy)methyl)phenyl)-ethanone